(6R)-6-benzyloxy-12-(4-fluorophenyl)-17-nitro-6,15-bis(trifluoromethyl)-19-oxa-3,4,13,18-tetraazatricyclo[12.3.1.12,5]nonadeca-1(17),2,4,9,14(18),15-hexa-ene C(C1=CC=CC=C1)O[C@]1(C2=NN=C(C3=C(C=C(C(NC(CC=CCC1)C1=CC=C(C=C1)F)=N3)C(F)(F)F)[N+](=O)[O-])O2)C(F)(F)F